2-(2-(4,4-dimethylcyclohexylidene)ethyl)-4-propyl-1,3-dioxolane CC1(CCC(CC1)=CCC1OCC(O1)CCC)C